tert-butyl (3-oxo-3-(prop-2-yn-1-ylamino)propyl)carbamate O=C(CCNC(OC(C)(C)C)=O)NCC#C